1-(2-(2-(((3R,4S)-3-methyl-1-(methylsulfonyl)piperidin-4-yl)amino)-5-(trifluoromethyl)pyrimidin-4-yl)thiazol-5-yl)cyclopropan-1-ol C[C@@H]1CN(CC[C@@H]1NC1=NC=C(C(=N1)C=1SC(=CN1)C1(CC1)O)C(F)(F)F)S(=O)(=O)C